N-neopentyl-7-(5-(trifluoromethyl)-1,2,4-oxadiazol-3-yl)imidazo[1,2-a]pyridine-2-carboxamide C(C(C)(C)C)NC(=O)C=1N=C2N(C=CC(=C2)C2=NOC(=N2)C(F)(F)F)C1